(1R,4R)-N-(3-(4-chlorobenzoylamino)phenyl)-5-(pyrimidin-2-yl)-2,5-diazabicyclo[2.2.1]heptane-2-carboxamide ClC1=CC=C(C(=O)NC=2C=C(C=CC2)NC(=O)N2[C@H]3CN([C@@H](C2)C3)C3=NC=CC=N3)C=C1